BrCCCCOC(C1=CC=CC=C1)(C1=CC=CC=C1)C1=CC=CC=C1 [4-bromobutoxy(diphenyl)methyl]benzene